ClC=1C(=CC(=NC1)OC)C1=CC(=NN1)C(=O)N1CCC(CC1)C(=O)NC1=C2C=CNC2=CC=C1 1-(5-(5-chloro-2-methoxypyridin-4-yl)-1H-pyrazole-3-carbonyl)-N-(1H-indol-4-yl)piperidine-4-carboxamide